Tert-butyl 7-bromo-4-((R)-1,1-dimethylethylsulphinylideneamino)-3,4-dihydroquinoline-1(2H)-carboxylate BrC1=CC=C2C(CCN(C2=C1)C(=O)OC(C)(C)C)N=S(=O)C(C)(C)C